NC1=C(C=C(C=C1)C1=C2CN(C(C2=CC=C1)=O)CC(C#N)=C)C 2-{[4-(4-amino-3-methylphenyl)-1-oxo-2,3-dihydro-1H-isoindol-2-yl]methyl}prop-2-enenitrile